C1(=CC=C(C=C1)COC1=CC(=CS1)C(=O)O)C1=CC=CC=C1 5-([1,1'-biphenyl]-4-ylmethoxy)thiophene-3-carboxylic acid